3-fluoro-5-methoxybenzonitrile FC=1C=C(C#N)C=C(C1)OC